N-(4-((3-((2,6-dimethylphenyl)amino)-1-methyl-1H-pyrazolo[3,4-d]pyrimidin-6-yl)amino)phenethyl)-1-(2-(2,6-dioxopiperidin-3-yl)-1,3-dioxoisoindolin-5-yl)piperidine-4-carboxamide CC1=C(C(=CC=C1)C)NC1=NN(C2=NC(=NC=C21)NC2=CC=C(CCNC(=O)C1CCN(CC1)C=1C=C3C(N(C(C3=CC1)=O)C1C(NC(CC1)=O)=O)=O)C=C2)C